sodium dibromomalonate BrC(C(=O)[O-])(C(=O)[O-])Br.[Na+].[Na+]